7-(3,4-dimethoxyphenyl)-N-((1r,4r)-4-((2-morpholinoethyl)carbamoyl)cyclohexyl)pyrazolo[1,5-a]pyrimidine-2-carboxamide COC=1C=C(C=CC1OC)C1=CC=NC=2N1N=C(C2)C(=O)NC2CCC(CC2)C(NCCN2CCOCC2)=O